2-oxo-N-[(1R,3S)-3-{[2-(trifluoromethyl)quinolin-4-yl]amino}cyclohexyl]-2H-chromene-6-carboxamide O=C1OC2=CC=C(C=C2C=C1)C(=O)N[C@H]1C[C@H](CCC1)NC1=CC(=NC2=CC=CC=C12)C(F)(F)F